CNC=1N=C(C(=NC1C=1C2=C(C=NC1)N(C=N2)C)C(=O)N)NC2=CC=C(C=C2)C(C)(N2CCOCC2)C 5-(Methylamino)-6-(3-methylimidazo[4,5-c]pyridin-7-yl)-3-[4-(1-methyl-1-morpholino-ethyl)anilino]pyrazin-2-carboxamid